bis[(2-pyridyl)phenyl]Iridium (III) hexafluorophosphate F[P-](F)(F)(F)(F)F.N1=C(C=CC=C1)C1=C(C=CC=C1)[Ir+]C1=C(C=CC=C1)C1=NC=CC=C1